C1(CC1)CC=1C=C(C=O)C=C(C1)OC(F)(F)F 3-(cyclopropylmethyl)-5-(trifluoromethoxy)benzaldehyde